N1(CCCCCC1)C(=O)C1=CC2=C(C=N1)C(=NN2CC(F)(F)F)C2=CN=C1N2C=CC(=C1)C 3-[6-(Azepan-1-carbonyl)-1-(2,2,2-trifluoro-ethyl)-1H-pyrazolo[4,3-c]pyridin-3-yl]-7-methyl-imidazo[1,2-a]pyridin